BrC1=CC(=C(C=C1)C(CO[Si](C)(C)C(C)(C)C)N)C 1-(4-bromo-2-methyl-phenyl)-2-[tert-butyl-(dimethyl)silyl]oxy-ethylamine